C(C)(=O)N1CCC(CC1)C(=O)N([C@H](C(F)(F)F)C1=CC=C(C=C1)NC=1C(=C2C(=NC1)SC(=N2)C)[C@H](C)OC)C 1-acetyl-N-methyl-N-{(1S)-2,2,2-trifluoro-1-[4-({7-[(1S)-1-methoxyethyl]-2-methyl[1,3]thiazolo[5,4-b]pyridin-6-yl}amino)phenyl]ethyl}piperidine-4-carboxamide